N-(3-(5-bromo-2H-pyrazolo[3,4-b]pyridin-2-yl)-4-fluorophenyl)-3-fluoroazetidine-1-carboxamide BrC1=CC=2C(N=C1)=NN(C2)C=2C=C(C=CC2F)NC(=O)N2CC(C2)F